tert-butyl (2R,3S,4S)-4-[(tert-butoxycarbonyl)oxy]-2-[(4-methoxyphenyl)methyl]-3-{[3-(1-methylimidazol-4-yl)propanoyl]oxy}pyrrolidine-1-carboxylate C(C)(C)(C)OC(=O)O[C@@H]1[C@H]([C@H](N(C1)C(=O)OC(C)(C)C)CC1=CC=C(C=C1)OC)OC(CCC=1N=CN(C1)C)=O